N1(CCCC1)C=1C=C(C=NC1)B(O)O [5-(pyrrolidin-1-yl)pyridin-3-yl]boronic acid